(3S,4R)-3-fluoro-N-(2-{3-[(4-methanesulfonyl-2-methoxyphenyl)amino]prop-1-yn-1-yl}-3-(2,2,2-trifluoroethyl)imidazo[1,2-a]pyridin-8-yl)piperidin-4-amine F[C@H]1CNCC[C@H]1NC=1C=2N(C=CC1)C(=C(N2)C#CCNC2=C(C=C(C=C2)S(=O)(=O)C)OC)CC(F)(F)F